3-(chlorosulfonyl)pyrrolidine-1-carboxylic acid tert-butyl ester C(C)(C)(C)OC(=O)N1CC(CC1)S(=O)(=O)Cl